ClC1=CC=C(C=C1)N1CCN(CC1)CC=1C=C(C=CC1C(F)(F)F)N1CC(CC1)N(C)C 1-(3-((4-(4-chlorophenyl)piperazin-1-yl)methyl)-4-(trifluoromethyl)phenyl)-N,N-dimethylpyrrolidin-3-amine